(4S)-7,8-dichloro-6-(2,6-difluorophenyl)-1-(2,6-dimethylpyrimidin-4-yl)-4-methyl-4H-[1,2,4]Triazolo[4,3-a][1,4]Benzodiazepine ClC1=C(C=CC2=C1C(=N[C@H](C=1N2C(=NN1)C1=NC(=NC(=C1)C)C)C)C1=C(C=CC=C1F)F)Cl